C(C)(=O)OCCNC1=NC2=C(C=3C=C(C(=CC13)F)F)C(COC2)=O 2-((8,9-difluoro-1-oxo-1,4-dihydro-2H-pyrano[3,4-c]isoquinolin-6-yl)amino)ethyl acetate